2-(3-(((4-((1-(6-(pyridazin-4-yl)-1H-indazol-4-yl)azetidin-3-yl)oxy)butyl)amino)methyl)-5-(trifluoromethyl)phenyl)acetonitrile N1=NC=C(C=C1)C1=CC(=C2C=NNC2=C1)N1CC(C1)OCCCCNCC=1C=C(C=C(C1)C(F)(F)F)CC#N